6-chloro-4-oxo-N-[3-(2-{[(1s,3s)-3-(trifluoromethoxy)cyclobutyl]oxy}acetamido)bicyclo[1.1.1]pentan-1-yl]-3,4-dihydro-2H-1-benzopyran-2-carboxamide ClC=1C=CC2=C(C(CC(O2)C(=O)NC23CC(C2)(C3)NC(COC3CC(C3)OC(F)(F)F)=O)=O)C1